2-(6-(4-cyclopropyl-4H-1,2,4-triazol-3-yl)pyridin-2-yl)benzo[d]isothiazol-3(2H)-one C1(CC1)N1C(=NN=C1)C1=CC=CC(=N1)N1SC2=C(C1=O)C=CC=C2